(2S,4R)-4-fluoro-1-(6-oxopiperidine-3-carbonyl)-N-[(S)-phenyl[4-(propan-2-yl)phenyl]methyl]pyrrolidine-2-carboxamide F[C@@H]1C[C@H](N(C1)C(=O)C1CNC(CC1)=O)C(=O)N[C@H](C1=CC=C(C=C1)C(C)C)C1=CC=CC=C1